2-(5-Bromobenzimidazol-1-yl)-5-oxo-hexanamide formate C(=O)O.BrC1=CC2=C(N(C=N2)C(C(=O)N)CCC(C)=O)C=C1